(1S,7R,8R)-6-(7-chloro-8-fluoro-2-(((2R,7aS)-2-fluorotetrahydro-1H-pyrrolizin-7a(5H)-yl)methoxy-d2)pyrido[4,3-d]pyrimidin-4-yl)-8-fluoro-2-oxa-6-azabicyclo[5.1.0]octane ClC1=C(C=2N=C(N=C(C2C=N1)N1CCCO[C@@H]2[C@@H]([C@H]12)F)OC([2H])([2H])[C@]12CCCN2C[C@@H](C1)F)F